4-oxo-7-(trifluoromethyl)-3,4-dihydroquinazoline-5-carbonitrile O=C1NC=NC=2C=C(C=C(C12)C#N)C(F)(F)F